C1(CC1)C=1N=CC(=NC1)NC(=O)[C@@H]1NCCCC1 (2R)-N-(5-cyclopropylpyrazin-2-yl)piperidine-2-carboxamide